CC1=CN(C2=CC(=CC=C12)N(NC(=O)OC(C)(C)C)C(=O)OC(C)(C)C)S(=O)(=O)C1=CC=C(C)C=C1 di-tert-butyl 1-(3-methyl-1-tosyl-1H-indol-6-yl)hydrazine-1,2-dicarboxylate